5'-(1-(4-amino-1,3-dihydrofurano[3,4-c][1,7]naphthyridine-8-yl)piperidin-2-yl)spiro[cyclopropane-1,3'-indol]-2'-one NC1=NC=2C=NC(=CC2C2=C1COC2)N2C(CCCC2)C=2C=C1C3(C(NC1=CC2)=O)CC3